7-Chloro-N-(pyridin-3-yl)chinolin-4-amin ClC1=CC=C2C(=CC=NC2=C1)NC=1C=NC=CC1